C(C)N[SiH2]CC=C(C)C (ethylamino)dimethylallyl-silane